N1=C(C=CC(=C1)C(=O)[O-])C(=O)[O-] pyridine-2,5-dicarboxylate